C1(CC1)C=1N(N=C2C(=CC(=CC12)C1=NC(=NC=C1F)NC1=NC=C(C=C1)CN1CCN(CC1)CC)F)CC 4-(3-cyclopropyl-2-ethyl-7-fluoro-2H-indazol-5-yl)-N-(5-((4-ethylpiperazin-1-yl)methyl)pyridin-2-yl)-5-fluoropyrimidin-2-amine